BrC=1C=NC=CC1Cl 3-bromo-4-chloro-pyridine